(1R,5S,6R)-3-(3-chlorophenyl)-3-hydroxy-bicyclo[3.1.0]Hexane-6-carbonitrile ClC=1C=C(C=CC1)C1(C[C@H]2C([C@H]2C1)C#N)O